FC=1C=C2C(=CNC2=CC1F)NC(C(=O)NCC1=CC(=C(C=C1)OC)C(F)(F)F)=O N1-(5,6-difluoro-1H-indol-3-yl)-N2-(4-methoxy-3-(trifluoromethyl)benzyl)oxalamide